BrC=1C=CC(=NC1)[C@H](C)NC(CN1C(NC2=CC=CC(=C2C1)C#N)=O)=O N-[(1S)-1-(5-bromopyridin-2-yl)ethyl]-2-(5-cyano-2-oxo-1,4-dihydroquinazolin-3-yl)acetamide